ClC1=C(C=CC(=C1)OC(F)(F)F)[C@@H]1[C@H](O[C@@](C1)(C(F)(F)F)C)C(=O)NC1=CC(=NC=C1)C(=O)N |o1:12,13,15| rel-4-((2S,3R,5S)-3-(2-chloro-4-(trifluoromethoxy)phenyl)-5-methyl-5-(trifluoromethyl)tetrahydrofuran-2-carboxamido)picolinamide